ethyl 2-(3-(8-(((benzyloxy)carbonyl)(methyl)amino)-1-bromo-7,7-dimethyl-3-(methyl-d3)-2-oxooctan-3-yl)phenyl)acetate C(C1=CC=CC=C1)OC(=O)N(CC(CCCC(C(CBr)=O)(C([2H])([2H])[2H])C=1C=C(C=CC1)CC(=O)OCC)(C)C)C